2,4-butandiol CC(CCO)O